O1CCN(CC1)CCOC1=CC(=NC=C1)C=1C=CC=C2C(=NC(=NC12)NC1=CC=C(C=C1)N1CCOCC1)N 8-(4-(2-Morpholinoethoxy)pyridin-2-yl)-N2-(4-Morpholinophenyl)quinazoline-2,4-diamine